tert-butyl-[3-[[2-chloro-5-[4-[(4-methylpiperazin-1-yl)methyl]phenyl]-4-pyridyl]oxy]butoxy]-dimethyl-silane C(C)(C)(C)[Si](C)(C)OCCC(C)OC1=CC(=NC=C1C1=CC=C(C=C1)CN1CCN(CC1)C)Cl